tert-butyl (2-(1-(1-(2,6-dioxopiperidin-3-yl)-2-oxo-1,2-dihydrobenzo[cd]indol-6-yl)piperidin-4-yl)ethyl)carbamate O=C1NC(CCC1N1C(C2=C3C(C(=CC=C13)N1CCC(CC1)CCNC(OC(C)(C)C)=O)=CC=C2)=O)=O